(R,E)-3-((3-(2-(2-(4-(dimethylamino)-N-methylbut-2-enamido)propanamido)ethyl)phenyl)amino)-6-ethyl-5-methylpyrazine-2-carboxamide CN(C/C=C/C(=O)N(C)[C@@H](C(=O)NCCC=1C=C(C=CC1)NC=1C(=NC(=C(N1)C)CC)C(=O)N)C)C